2-[4-[4-[2-chloro-4-[[5-(2,3-difluoro-4-methoxy-phenyl)-1-methyl-imidazole-2-carbonyl]amino]benzoyl]piperazine-1-carbonyl]-1-methyl-piperidin-1-ium-1-yl]acetic acid ClC1=C(C(=O)N2CCN(CC2)C(=O)C2CC[N+](CC2)(C)CC(=O)O)C=CC(=C1)NC(=O)C=1N(C(=CN1)C1=C(C(=C(C=C1)OC)F)F)C